6-(((5'S,7a'R)-5'-(3,5-difluorophenyl)-3-methyl-3'-oxotetrahydro-3'H-spiro[cyclobutane-1,2'-pyrrolo[2,1-b]oxazol]-3-yl)oxy)pyrimidine-4-carbonitrile FC=1C=C(C=C(C1)F)[C@@H]1CC[C@H]2OC3(C(N21)=O)CC(C3)(C)OC3=CC(=NC=N3)C#N